2-(((2-methylenehexyl)oxy)methyl)hexanenitrile C=C(COCC(C#N)CCCC)CCCC